BrC=1C(=NC=C(C1)Cl)NC(CO)(C)C 2-((3-bromo-5-chloropyridin-2-yl)amino)-2-methylpropan-1-ol